fluoronorbornene FC12C=CC(CC1)C2